ClC1=C(C(=CC=2N(C(=NC21)C)C)C)C2=CC=CN1C(=CC(=C21)C(=O)N(C)C)C(C2=CC(=C(C(=C2)F)F)F)=O 8-(4-chloro-1,2,6-trimethyl-1H-benzo[d]imidazol-5-yl)-N,N-dimethyl-3-(3,4,5-trifluorobenzoyl)indolizine-1-carboxamide